1-(5-bromopyrimidin-2-yl)cyclobutan-1-ol BrC=1C=NC(=NC1)C1(CCC1)O